C(C)N1CCC(CC1)NC1=NC(=NC2=CC(=C(C=C12)OC)C#CCCN1CCCC1)N1CCN(CCC1)C N-(1-ethylpiperidine-4-yl)-6-methoxy-2-(4-methyl-1,4-diazepane-1-yl)-7-(4-(pyrrolidine-1-yl)-1-butyne-1-yl)quinazoline-4-amine